CN(C)C(=C(C#N)C#N)N(C)C 2-[bis(dimethylamino)methylene]malononitrile